COC=1C=C(C=CC1)C1=NC=CC2=CC=CC=C12 1-(3-methoxyphenyl)isoquinoline